1-(6-iodo-1-methyl-4-(4-(trifluoromethoxy)phenyl)-1H-benzo[d]imidazol-7-yl)ethan-1-ol IC=1C=C(C2=C(N(C=N2)C)C1C(C)O)C1=CC=C(C=C1)OC(F)(F)F